BrC1=C(C(=C(C2=C1N=NS2)Br)OCC(CCCCCC)CCCC)OCC(CCCCCC)CCCC 4,7-dibromo-5,6-di(2-butyloctyloxy)benzothiadiazole